ClC=1C=C(OCCN(C)C)C=C(C1)C1=NC[C@H](CC1)C (S)-2-(3-chloro-5-(5-methyl-3,4,5,6-tetrahydropyridin-2-yl)phenoxy)-N,N-dimethylethanamine